methyl 3-(4-(benzofuran-6-yl) furan-2-yl)-3-oxopropanoate O1C=CC2=C1C=C(C=C2)C=2C=C(OC2)C(CC(=O)OC)=O